6-bromohexyl octanoate C(CCCCCCC)(=O)OCCCCCCBr